methyl 4-bromo-2-methyloxazole-5-carboxylate BrC=1N=C(OC1C(=O)OC)C